tert-Butyl 3,5-dihydro-2H-pyrido[2,3-f][1,4]oxazepine-4-carboxylate tert-Butyl-N-[(3-bromo-2-pyridyl)methyl]-N-(2-hydroxyethyl)carbamate C(C)(C)(C)OC(N(CCO)CC1=NC=CC=C1Br)=O.O1CCN(CC2=C1C=CC=N2)C(=O)OC(C)(C)C